COC(=O)C=1C=2C(C(C(NC2C=C(C1)F)C1CN(CC1)CCOC)C1=C(C=C(C=C1)F)F)=O 3-(2,4-difluorophenyl)-7-fluoro-2-[1-(2-methoxyethyl)pyrrolidin-3-yl]-4-oxo-2,3-dihydro-1H-quinoline-5-carboxylic acid methyl ester